C(C)(C)(CC)OC(C)(C)CC.[Na] sodium tertamyloxide